C(C)(C)(C)OC(=O)N1[C@@H](CCC1)C1=C(C=CC=C1)Br (S)-2-(2-bromophenyl)pyrrolidine-1-carboxylic acid tert-butyl ester